N-((1-((3-((cyclohexylmethyl)sulfonamido)-4-methoxybenzo[d]isoxazol-6-yl)methyl)-1H-pyrazol-4-yl)methyl)ethenesulfonamide C1(CCCCC1)CS(=O)(=O)NC1=NOC2=C1C(=CC(=C2)CN2N=CC(=C2)CNS(=O)(=O)C=C)OC